CN1C(C2=NC=C(C=C2C1)C1=CC=CC2=C1SC(=C2C#N)C(=O)N2CCCCC2)=O 7-(6-methyl-7-oxo-6,7-dihydro-5H-pyrrolo[3,4-b]pyridin-3-yl)-2-(piperidine-1-carbonyl)benzo[b]thiophene-3-carbonitrile